BrCC=1C=CC(=C(C1)C=1C2=C(C(N(C1)C)=O)N(C=C2)S(=O)(=O)C2=CC=C(C)C=C2)OC2=C(C=C(C=C2)F)F 4-(5-(bromomethyl)-2-(2,4-difluorophenoxy)phenyl)-6-methyl-1-tosyl-1,6-dihydro-7H-pyrrolo[2,3-c]pyridin-7-one